rhodium tri(dibenzylideneacetone) C(C1=CC=CC=C1)=CC(=O)C=CC1=CC=CC=C1.C(C1=CC=CC=C1)=CC(=O)C=CC1=CC=CC=C1.C(C1=CC=CC=C1)=CC(=O)C=CC1=CC=CC=C1.[Rh]